[4-[[4-(7-Fluoro-1,3-benzoxazol-2-yl)phenyl]carbamoyl]tetrahydropyran-4-yl]acetat FC1=CC=CC=2N=C(OC21)C2=CC=C(C=C2)NC(=O)C2(CCOCC2)CC(=O)[O-]